FC(C(=O)O)(F)F.N1C(=NC2=C1C=CC=C2)CNC2=NC(=NC=1N2N=CC1C1=CN=CS1)N1CCOCC1 N-(1H-benzimidazol-2-ylmethyl)-2-(morpholin-4-yl)-8-(1,3-thiazol-5-yl)pyrazolo[1,5-a][1,3,5]triazin-4-amine trifluoroacetate